FC1=C(C=CC=C1)[C@]1([C@@H]2CCN(C[C@H]12)C1=CN=C2C(=N1)NN=C2C2=CC=C1C=CC=NC1=C2)CN ((1S,6R,7R)-7-(2-fluorophenyl)-3-(3-(quinolin-7-yl)-1H-pyrazolo[3,4-b]pyrazin-6-yl)-3-azabicyclo[4.1.0]heptan-7-yl)methanamine